COC(=O)C12C(CC(CC1)(CC2)C(=O)OC(C)(C)C)=O 2-oxo-bicyclo[2.2.2]octane-1,4-dicarboxylic acid 4-tert-butyl 1-methyl ester